C(C)O[C@H](C)C=1C=C(C(=O)OCC)C=C(C1)F (R)-ethyl 3-(1-ethoxyethyl)-5-fluorobenzoate